4-(1H-indol-3-yl)pyrimidine-5-carboxylic acid ethyl ester C(C)OC(=O)C=1C(=NC=NC1)C1=CNC2=CC=CC=C12